FC1=NC(=C2N=CN(C2=N1)C1OCCCCC1)NC1=C(C=CC(=C1)OC)OC 2-fluoro-6-(2,5-dimethoxyanilino)-9-(oxepan-2-yl)-9H-purine